2-({3-chloro-2-[(4-chloro-2-fluorophenyl)methoxy]quinolin-7-yl}methyl)-1-{[(2S)-oxetan-2-yl]methyl}-1H-1,3-benzodiazole-6-carboxylic acid ClC=1C(=NC2=CC(=CC=C2C1)CC1=NC2=C(N1C[C@H]1OCC1)C=C(C=C2)C(=O)O)OCC2=C(C=C(C=C2)Cl)F